C(CC)N(C(C1=CC=CC=C1)=O)C1=NOC(=N1)C(F)(F)F N-propyl-N-[5-(trifluoromethyl)-1,2,4-oxadiazol-3-yl]benzamide